(R)-6-(2-amino-3-fluoropropyl)-2-chloro-7-methyl-N-(thiophen-2-ylmethyl)pyrrolo[1,2-b]pyridazin-4-amine N[C@H](CC=1C=C2N(N=C(C=C2NCC=2SC=CC2)Cl)C1C)CF